BrC=1C=C(C=2N(C1)C(=C(N2)C(C)=O)C2=COC=C2)F 1-(6-bromo-8-fluoro-3-(furan-3-yl)imidazo[1,2-a]pyridin-2-yl)ethan-1-one